COC=1C(=CC=2[C@@H]3[C@H](N4C(C2C1)=CC(C(=C4)C(=O)O)=O)C(CC3)(C)C)OCCCOC (3aS,12bR)-10-methoxy-11-(3-methoxypropoxy)-3,3-dimethyl-7-oxo-1,2,3,3a,7,12b-hexahydrocyclopenta[c]pyrido[2,1-a]isoquinoline-6-carboxylic acid